methyl 5-(5-fluoro-3-{[3-fluoro-5-(methylsulfanyl)phenyl] methoxy}pyridin-2-yl)-1-methylpyrrole-3-carboxylate FC=1C=C(C(=NC1)C1=CC(=CN1C)C(=O)OC)OCC1=CC(=CC(=C1)SC)F